5-(hydroxy(phenyl)methyl)benzo[c]isoxazole-3-carboxylic acid OC(C1=CC=2C(=NOC2C(=O)O)C=C1)C1=CC=CC=C1